ClC1=NN2C(C(=N1)NC=1N=CN(C1)C=1C=C(C(=C(C(=O)NC3CCCC3)C1)OC)OC)=CC=C2 5-(4-((2-chloropyrrolo[2,1-f][1,2,4]triazin-4-yl)amino)-1H-imidazol-1-yl)-N-cyclopentyl-2,3-dimethoxybenzamide